Cl.C1(CC1)C=1C=NC(=NC1)NC1CC(CC1)N N1-(5-cyclopropylpyrimidin-2-yl)cyclopentane-1,3-diamine hydrochloride